1-(2-chloroethyl)-3-(4-fluorophenyl)-1H-pyrazole-5-carboxylic acid ethyl ester C(C)OC(=O)C1=CC(=NN1CCCl)C1=CC=C(C=C1)F